N-(4-isopropoxybenzyl)-4-(1-(2,2,2-trifluoroethyl)-1H-pyrazol-4-yl)quinolin-8-amine C(C)(C)OC1=CC=C(CNC=2C=CC=C3C(=CC=NC23)C=2C=NN(C2)CC(F)(F)F)C=C1